O=C1NC(CCC1N1C(C2=CC=CC(=C2C1=O)NCC1=CC(=C(C=C1)CN1CCC(CC1)C(C)C)F)=O)=O 2-(2,6-dioxopiperidin-3-yl)-4-(3-fluoro-4-((4-isopropylpiperidin-1-yl)methyl)benzylamino)isoindoline-1,3-dione